N1C=C(C2=CC=CC=C12)CCNC(=O)C=1C(N(N=C(C1)C1=CC=C(C=C1)Cl)C=1C=NN(C1)C)=O N-(2-(1H-indol-3-yl)ethyl)-6-(4-chlorophenyl)-2-(1-methyl-1H-pyrazol-4-yl)-3-oxo-2,3-dihydropyridazine-4-carboxamide